ClC=1C(=C(C(=O)OC)C=CC1)NC(C1=CC=C(C=C1)OC)=O methyl 3-chloro-2-[(4-methoxybenzoyl)amino]benzoate